N-((CIS)-1-acetyl-2-((((CIS)-4-phenylcyclohexyl)oxy)methyl)pyrrolidin-3-yl)methanesulfonamide C(C)(=O)N1[C@H]([C@H](CC1)NS(=O)(=O)C)CO[C@@H]1CC[C@@H](CC1)C1=CC=CC=C1